(2S,5'R)-7-chloro-4-hydroxy-3',6-dimethoxy-5'-methyl-spiro[benzofuran-2,4'-cyclohex-2-ene]-1',3-dione ClC1=C(C=C(C=2C([C@]3(C(=CC(C[C@H]3C)=O)OC)OC21)=O)O)OC